S1C=NC=C1C1=CC2=C(NC(=N2)NC(OC)=O)C=C1 Methyl (5-(thiazol-5-yl)-1H-benzo[d]imidazol-2-yl)carbamate